(3R,5S)-3,5-Dimethyl-4-(3-(4-(methylcarbamoyl)phenyl)-1H-pyrazolo[4,3-d]pyrimidin-5-yl)piperazin C[C@@H]1CNC[C@@H](N1C=1N=CC2=C(N1)C(=NN2)C2=CC=C(C=C2)C(NC)=O)C